CC1=CSC=2N=C(N=C(C21)N2CCN(CC2)C)NC2=CC=C(C=C2)N2CCN(CC2)C 5-methyl-4-(4-methylpiperazin-1-yl)-N-(4-(4-methylpiperazin-1-yl)phenyl)thieno[2,3-d]pyrimidine-2-amine